FC1=C(CNC(C2=C(C=C(C(=C2)C=2C=CC=3N(N2)C=C(N3)NC(CO)=O)C)OC)=O)C=C(C=C1)OC(F)(F)F N-(2-fluoro-5-(trifluoromethoxy)benzyl)-5-(2-(2-hydroxyacetylamino)imidazo[1,2-b]pyridazin-6-yl)-2-methoxy-4-methylbenzamide